CN(C(O[C@H](C(=O)NC=1C(N(C(=CC1)C(C)C)CC1=NC2=C(C(=NC=C2F)CC(C)C)N1)=O)CC\C=C\C(=O)N(C)C)=O)C (S,E)-7-(dimethylamino)-1-((1-((7-fluoro-4-isobutyl-3H-imidazo[4,5-c]pyridin-2-yl)methyl)-6-isopropyl-2-oxo-1,2-dihydropyridin-3-yl)amino)-1,7-dioxohept-5-en-2-yl dimethylcarbamate